3-propyl-2-thioxo-2,3-dihydrothieno[3,2-d]pyrimidin-4(1H)-one C(CC)N1C(NC2=C(C1=O)SC=C2)=S